(±)-N-Methyl-2,3,4,4a,5,6-hexahydro-1H-pyrazino[1,2-a]pyrido[2,3-e]pyrazine-8-carboxamide CNC(=O)C=1C=CC2=C(NC[C@@H]3N2CCNC3)N1 |r|